N-[3-(1H-indol-5-yl)-1-[[2-(trimethylsilyl)ethoxy]methyl]pyrrolo[2,3-b]pyridin-6-yl]cyclopropanecarboxamide N1C=CC2=CC(=CC=C12)C1=CN(C2=NC(=CC=C21)NC(=O)C2CC2)COCC[Si](C)(C)C